diethyl-hexadecanedioic acid C(C)C(C(=O)O)(CCCCCCCCCCCCCC(=O)O)CC